3-Methoxy-N-(5-((2-morpholinopyrimidin-5-yl)oxy)thiazol-2-yl)bicyclo[1.1.1]pentane-1-carboxamide COC12CC(C1)(C2)C(=O)NC=2SC(=CN2)OC=2C=NC(=NC2)N2CCOCC2